(S)-(4-(4-chloropyrazolo[1,5-a]pyridin-2-yl)-6,7-dihydro-1H-imidazo[4,5-c]pyridin-5(4H)-yl)(5-(1-methyl-1H-pyrazol-3-yl)-1,3,4-oxadiazol-2-yl)methanone ClC=1C=2N(C=CC1)N=C(C2)[C@H]2N(CCC1=C2N=CN1)C(=O)C=1OC(=NN1)C1=NN(C=C1)C